COCC12CNC(C1)C2 4-(methoxymethyl)-2-azabicyclo[2.1.1]hexane